N1=C(C=CC=C1)[Si](OC)(OC)OC 2-pyridyltrimethoxysilane